N-Cyclopentyl-2-(p-tolyl)oxazole-4-carboxamide C1(CCCC1)NC(=O)C=1N=C(OC1)C1=CC=C(C=C1)C